2-Octyl cyanoacrylate C=C(C#N)C(=O)OC(C)CCCCCC